C(C=C)N1N(C2=NC(=NC=C2C1=O)NC1=CC(=C(C=C1)Cl)Cl)C1=NC(=CC=C1)NC1CCNCC1 allyl-6-(3,4-dichlorophenylamino)-1-[6-(4-piperidylamino)-2-pyridyl]-1,2-dihydro-3H-1,2,5,7-tetraazainden-3-one